C(#N)C1=C(C=C(C=C1)N1C(N(C(C1=O)(C)C)C1=CC(=C(OC2CCN(CC2)CC(=O)NC2=CC(=CC=C2)NC2C(NC(CC2)=O)=O)C=C1)CC)=S)C(F)(F)F 2-(4-(4-(3-(4-cyano-3-(trifluoromethyl)phenyl)-5,5-dimethyl-4-oxo-2-thioxoimidazolidin-1-yl)-2-ethylphenoxy)piperidin-1-yl)-N-(3-(2,6-dioxopiperidin-3-ylamino)phenyl)acetamide